(8,8-difluoro-bicyclo[4.2.0]octa-1(6),2,4-trien-3-yl)(4-(trifluoromethoxy)phenyl)methanamine hydrochloride Cl.FC1(CC=2C=CC(=CC12)C(N)C1=CC=C(C=C1)OC(F)(F)F)F